BrC=1N=C(N2C1C=CC=C2)C(=O)O 1-bromoimidazo[1,5-a]pyridine-3-carboxylic acid